NCC(=O)N1CCN(CC1)CCCOC1=CC=C(/C=C/C=2C=C3C(=CC=NC3=CC2)C(=O)NCC(=O)N2[C@@H](CC(C2)(F)F)C#N)C=C1 (S,E)-6-(4-(3-(4-(2-aminoacetyl)piperazin-1-yl)propoxy)styryl)-N-(2-(2-cyano-4,4-difluoropyrrolidin-1-yl)-2-oxoethyl)quinoline-4-carboxamide